O[C@H]1[C@@H](O[C@H]([C@@H](C1)O)C)OC(CCC=CC(=O)N1CCCC1)C 6-(((2R,3R,5R,6s)-3,5-dihydroxy-6-methyltetrahydro-2H-pyran-2-yl)oxy)-1-(pyrrolidin-1-yl)hept-2-en-1-one